(S)-(((4-(6-(6-(Difluoromethyl)imidazo[1,2-b]pyridazin-3-yl)pyrimidin-4-yl)-1-methylpiperazin-2-yl)methyl)imino)dimethyl-λ6-sulfanone FC(C=1C=CC=2N(N1)C(=CN2)C2=CC(=NC=N2)N2C[C@H](N(CC2)C)CN=S(=O)(C)C)F